(2R,3S)-2-methyl-3-(((S)-methylsulfinyl)methyl)azepine CC=1NC=CC=CC1C[S@@](=O)C